C(OC)(O[C@@H]1[C@@H]2[C@H](OC1)[C@@H](CO2)O[N+](=O)[O-])=O methyl ((3S,3aR,6R,6aS)-6-(nitrooxy) hexahydrofuro[3,2-b]furan-3-yl) carbonate